Zinc phenylbutyrate C1(=CC=CC=C1)OC(CCC)=O.[Zn]